(1,2,2,6,6-Pentamethyl-4-piperidyl)-1,2,3,4-ButaneTetracarboxylate CN1C(CC(CC1(C)C)OC(=O)CC(C(CC(=O)[O-])C(=O)[O-])C(=O)[O-])(C)C